N-(2,2,2-trichloroethoxycarbonyl)-S-benzylcysteine ClC(COC(=O)N[C@@H](CSCC1=CC=CC=C1)C(=O)O)(Cl)Cl